2-[1-[(2R)-2-(cyclohexyloxy)-2-phenylethyl]-5-methyl-6-(1,3-oxazol-2-yl)-2,4-dioxo-1H,2H,3H,4H-thieno[2,3-d]pyrimidin-3-yl]-2-methylpropanoic acid C1(CCCCC1)O[C@@H](CN1C(N(C(C2=C1SC(=C2C)C=2OC=CN2)=O)C(C(=O)O)(C)C)=O)C2=CC=CC=C2